C1(CC1)S(=O)(=O)N1N=CC(=C1)C1=NC=CC(=N1)NC1=CC(=C(C=N1)C1=NC(=CC=C1)F)NC1CCC(CC1)CN(C)C N6'-(2-(1-(Cyclopropylsulfonyl)-1H-pyrazol-4-yl)pyrimidin-4-yl)-N4'-((1s,4s)-4-((dimethylamino)methyl)cyclohexyl)-6-fluoro-[2,3'-bipyridine]-4',6'-diamine